mono(2,2,6,6-tetramethyl-4-piperidyl) sebacate C(CCCCCCCCC(=O)[O-])(=O)OC1CC(NC(C1)(C)C)(C)C